CC1=C(C=CC=C1OCCCN1CCC2(COC2)CC1)C1=C(C(=CC=C1)C=1SC2=C(CNCC2)N1)C 7-(3-((2,2'-dimethyl-3'-(4,5,6,7-tetrahydrothiazolo[4,5-c]pyridin-2-yl)-[1,1'-biphenyl]-3-yl)oxy)propyl)-2-oxa-7-azaspiro[3.5]nonane